4-((2s,5s)-4-((1-((4-cyanophenyl)sulfonyl)-1H-1,2,3-triazol-4-yl)methyl)-2,5-dimethylpiperazin-1-yl)-1-methyl-2-oxo-1,2-dihydroquinoline-3-carbonitrile C(#N)C1=CC=C(C=C1)S(=O)(=O)N1N=NC(=C1)CN1C[C@@H](N(C[C@@H]1C)C1=C(C(N(C2=CC=CC=C12)C)=O)C#N)C